N1CC(C1)C1=C(C(=NC(=C1)NC1=NNC(=C1)C)CC1CCN(CC1)CC1=C(C(=CC=C1)Cl)F)F 4-((4-(azetidin-3-yl)-3-fluoro-6-((5-methyl-1H-pyrazol-3-yl)amino)pyridin-2-yl)methyl)-1-(3-chloro-2-fluorobenzyl)piperidine